3,8-bis((tert-butyldimethylsilyl)oxy)-6H-benzo[c]chromen-6-one [Si](C)(C)(C(C)(C)C)OC1=CC=C2C3=C(C(OC2=C1)=O)C=C(C=C3)O[Si](C)(C)C(C)(C)C